2-(1-((2-((6-((1S,4S)-2,5-diazabicyclo[2.2.1]heptan-2-yl)pyridin-3-yl)oxy)-6-(3,5-dichlorophenyl)pyridin-4-yl)methyl)piperidin-4-yl)acetic acid [C@@H]12N(C[C@@H](NC1)C2)C2=CC=C(C=N2)OC2=NC(=CC(=C2)CN2CCC(CC2)CC(=O)O)C2=CC(=CC(=C2)Cl)Cl